ClC=1C(N(C(=CC1[C@@H]1[C@H](C1)C1=CC(=CC(=C1)F)C(NC1CC1)=O)C)C1=CC(=NC=C1C)C=1C(=C(C(=O)N(C)C)C=CC1)F)=O 3-(3-chloro-4-((1S,2S)-2-(3-(cyclopropylcarbamoyl)-5-fluorophenyl)cyclopropyl)-5',6-dimethyl-2-oxo-2H-[1,4'-bipyridin]-2'-yl)-2-fluoro-N,N-dimethylbenzamide